C(#N)C1=C(N=C2N(C1=O)C=C(C=C2[C@@H](C)NC2=C(C(=O)O)C=CC=C2)C)N2[C@H](CN(CC2)C2=CC(=CC=C2)C#N)C 2-(((R)-1-(3-cyano-2-((S)-4-(3-cyanophenyl)-2-methylpiperazin-1-yl)-7-methyl-4-oxo-4H-pyrido[1,2-a]pyrimidin-9-yl)ethyl)amino)benzoic acid